C(#N)C(CC1CCC=2C=CC=NC2C1)NC(=O)[C@@H]1[C@H]2C([C@H]2CN1C([C@H](C(C)(C)C)NC(C(F)(F)F)=O)=O)(C)C (1R,2S,5S)-N-(1-cyano-2-(5,6,7,8-tetrahydroquinolin-7-yl)ethyl)-3-((S)-3,3-dimethyl-2-(2,2,2-trifluoroacetamido)butanoyl)-6,6-dimethyl-3-azabicyclo[3.1.0]hexane-2-carboxamide